methyl 6'-cyano-[1,1':3',1''-terphenyl]-4-carboxylate C(#N)C1=CC=C(C=C1C1=CC=C(C=C1)C(=O)OC)C1=CC=CC=C1